C(C(=C)C)(=O)OCCN(C(=O)OC)C=1OC=CC1 2-(furan-2-yl-methoxy-carbonylamino)ethyl methacrylate